2-methyl-3,3,4,4,5,5,6,6,7,7,7-undecafluoroheptylacrylate CC(COC(C=C)=O)C(C(C(C(C(F)(F)F)(F)F)(F)F)(F)F)(F)F